tert-butyl 3-(2,1-benzoxazol-3-yl)piperidine-1-carboxylate N=1OC(=C2C1C=CC=C2)C2CN(CCC2)C(=O)OC(C)(C)C